(S)-1-(3-bromobenzyl)-N-(3-(4-bromophenyl)-1-(methylamino)-1-oxopropan-2-yl)-3-phenyl-1H-pyrazole-5-carboxamide BrC=1C=C(CN2N=C(C=C2C(=O)N[C@H](C(=O)NC)CC2=CC=C(C=C2)Br)C2=CC=CC=C2)C=CC1